[Zr+4].C([O-])([O-])=O.[Ca+2].C([O-])([O-])=O.C([O-])([O-])=O calcium carbonate, zirconium salt